6-(2-chlorophenyl)-5-methyl-2-((3-methyl-4-(4-methylpiperazin-1-yl)phenyl)amino)-8-(1-propylpiperidin-4-yl)pyrido[2,3-d]pyrimidin-7(8H)-one ClC1=C(C=CC=C1)C1=C(C2=C(N=C(N=C2)NC2=CC(=C(C=C2)N2CCN(CC2)C)C)N(C1=O)C1CCN(CC1)CCC)C